C(C)(C)(C)C1(C(=CC(C=C1)=O)CC1=CC=C(C=C1)[N+](=O)[O-])C(C)(C)C di-tert-butyl-3-(4-nitrobenzyl)-cyclohexa-2,5-dienone